ClC=1C=C(C(=NC1)NC[C@@H]1[C@@H](O[C@@H](CN1C(=O)C1=NC(=CC=C1N1N=CC=N1)C)C)C)F ((2S,3R,6R)-3-(((5-Chloro-3-fluoropyridin-2-yl)amino)methyl)-2,6-dimethylmorpholino)(6-methyl-3-(2H-1,2,3-triazol-2-yl)pyridin-2-yl)methanone